di-dimethyl-pyrazoleamine di-copper [Cu].[Cu].CC1=C(C(=NN1)N)C.CC1=C(C(=NN1)N)C